ClC1=C(C(=NC(=C1)C1=C(C(=CC=C1)C1=C(C(=NC=C1)Cl)Cl)Cl)OC)CN(C(OC(C)(C)C)=O)C[C@H]1NC(CC1)=O (S)-tert-Butyl ((4-chloro-6-(2-chloro-3-(2,3-dichloropyridin-4-yl)phenyl)-2-methoxy pyridin-3-yl)methyl)((5-oxopyrrolidin-2-yl)methyl)carbamate